C(C)(C)(C)OC(=O)N1CCC(CC1)NC(=O)[C@H]1N2C(N([C@H](CC1)C2)OS(=O)(=O)[O-])=O.C(CCC)[N+](CCCC)(CCCC)CCCC tetrabutylammonium (2S,5R)-2-((1-(tert-butoxycarbonyl)piperidin-4-yl)carbamoyl)-7-oxo-1,6-diazabicyclo[3.2.1]octan-6-yl-sulfate